2-(6-(Ethylamino)-4-(2-(4-methyl-4H-1,2,4-triazol-3-yl)phenyl)pyridin-2-yl)-6-((((1R,2S)-2-hydroxycyclopentyl)amino)methyl)-4-(trifluoromethyl)isoindolin-1-one C(C)NC1=CC(=CC(=N1)N1C(C2=CC(=CC(=C2C1)C(F)(F)F)CN[C@H]1[C@H](CCC1)O)=O)C1=C(C=CC=C1)C1=NN=CN1C